(S)-1-(2-(4,4-difluoropiperidin-2-yl)benzyl)-2-thiocarbonyl-1,2,3,5-tetrahydro-4H-pyrrolo[3,2-d]pyrimidin-4-one FC1(C[C@H](NCC1)C1=C(CN2C(NC(C3=C2C=CN3)=O)=C=S)C=CC=C1)F